COC(=O)C1CCC(CC1)C(NC1=NC=C(C=C1)NC1=NC(=CC=C1[N+](=O)[O-])C1=CCCC1)=O.C(CC)[Si](OC)(C)CCC di(propyl)methyl-(methoxy)silane methyl-(1r,4r)-4-((5-((6-(cyclopent-1-en-1-yl)-3-nitropyridin-2-yl)amino)pyridin-2-yl)carbamoyl)cyclohexane-1-carboxylate